sulfophenyl-itaconimide S(=O)(=O)(O)C(=C1C(=O)NC(C1)=O)C1=CC=CC=C1